4-bromo-2-(9H-carbazol-9-yl)benzonitrile BrC1=CC(=C(C#N)C=C1)N1C2=CC=CC=C2C=2C=CC=CC12